3-(3-chlorophenyl)piperazine-1-carboxylic acid tert-butyl ester C(C)(C)(C)OC(=O)N1CC(NCC1)C1=CC(=CC=C1)Cl